2-(3-(3-(tert-butoxycarbonyl)-1H-pyrazol-5-yl)phenyl)oxazole-5-carboxylic acid C(C)(C)(C)OC(=O)C1=NNC(=C1)C=1C=C(C=CC1)C=1OC(=CN1)C(=O)O